NC1=NC(=NC=C1)C=1C(=NN(C1OCC[C@H](C)NC1=C(C=NC(=C1)Cl)C1=NC=C(C=C1F)CN1C[C@@H](CC1)O)C)C (R)-1-((4'-(((S)-4-((4-(4-Aminopyrimidin-2-yl)-1,3-dimethyl-1H-pyrazol-5-yl)oxy)butan-2-yl)amino)-6'-chloro-3-fluoro-[2,3'-bipyridin]-5-yl)methyl)pyrrolidin-3-ol